(S)-1-(4-fluorobenzyl)-3-(4-isobutoxybenzyl)-1-((1-methylpyrrolidin-2-yl)methyl)urea FC1=CC=C(CN(C(=O)NCC2=CC=C(C=C2)OCC(C)C)C[C@H]2N(CCC2)C)C=C1